C(C)C=1C=NC(=NC1)N1CCC(CC1)CCCOC1=CC(=C(C(=C1)F)C=1SC(=NN1)C(C)C)F 2-(4-(3-(1-(5-ethylpyrimidin-2-yl)piperidin-4-yl)propoxy)-2,6-difluorophenyl)-5-isopropyl-1,3,4-thiadiazole